BrC1=C(NC2=CC=CC=C2)C=C(C=C1)OC 2-bromo-5-methoxy-N-phenylaniline